tert-Butyl-3-Hydroxy-4-(5H-imidazo[5,1-a]isoindol-5-yl)piperidin-1-carboxylat C(C)(C)(C)OC(=O)N1CC(C(CC1)C1N2C(C3=CC=CC=C13)=CN=C2)O